5-(difluoromethoxy)-1'-(2-{[2-(1-methanesulfonylcyclopropyl)pyrimidin-5-yl]oxy}ethyl)-1,2-dihydrospiro[indole-3,4'-piperidin]-2-one FC(OC=1C=C2C(=CC1)NC(C21CCN(CC1)CCOC=1C=NC(=NC1)C1(CC1)S(=O)(=O)C)=O)F